tert-butyl (R)-5-((2-hydroxy-1-phenylethyl)amino)-3,3-dimethyl-5-oxopentanoate OC[C@@H](C1=CC=CC=C1)NC(CC(CC(=O)OC(C)(C)C)(C)C)=O